C(C)OC1C(=CC=C(C1)C(COC)C)C 5-ethoxy-1-(2-methoxy-1-methylethyl)-4-methyl-1,3-cyclohexadiene